ClC=1C=C(C=C(C1)C1CC1)B1OC(C(O1)(C)C)(C)C 2-(3-Chloro-5-cyclopropylphenyl)-4,4,5,5-tetramethyl-1,3,2-dioxaborolane